C(CCCCCCCCCCC)[Si](OCCC)(OCCC)CCCCCCCCCCCC didodecyldipropoxysilane